decanedioic acid bis(2,2,6,6-tetramethyl-1-(octyloxy)-4-piperidinyl) ester CC1(N(C(CC(C1)OC(CCCCCCCCC(=O)OC1CC(N(C(C1)(C)C)OCCCCCCCC)(C)C)=O)(C)C)OCCCCCCCC)C